C(#N)C=1C=C(C=CC1F)NC(C1=C(C(=CC=C1OC1=C(C(=CC=C1)F)F)C(F)(F)F)F)=O N-(3-cyano-4-fluorophenyl)-6-(2,3-difluorophenoxy)-2-fluoro-3-(trifluoromethyl)benzamide